The molecule is a glycopeptide that is isolated from Amycolatopsis orientalis. It has a role as a bacterial metabolite and an antimicrobial agent. It is a monosaccharide derivative, a cyclic ether, a heterodetic cyclic peptide, a polyphenol, an organochlorine compound and a glycopeptide. It derives from a vancomycin aglycone. It is a conjugate base of a chloroorienticin B(1+). C[C@H]1[C@@H]([C@@](C[C@@H](O1)O[C@H]2[C@H]3C(=O)N[C@@H](C4=C(C(=CC(=C4)O)O)C5=C(C=CC(=C5)[C@H](C(=O)N3)NC(=O)[C@H]6C7=CC(=C(C(=C7)OC8=C(C=C2C=C8)Cl)O[C@H]9[C@@H]([C@H]([C@@H]([C@H](O9)CO)O)O)O)OC1=C(C=C(C=C1)[C@H]([C@H](C(=O)N[C@H](C(=O)N6)CC(=O)N)NC(=O)[C@@H](CC(C)C)NC)O)Cl)O)C(=O)O)(C)N)O